5-(3,3-difluoropyrrolidin-1-yl)pyrazin-2-amine FC1(CN(CC1)C=1N=CC(=NC1)N)F